ClC1=C(C(=CC=C1)Cl)N1CC(C1)C1=CC(=C(CN2C[C@H](CC2)C(=O)[O-])C(=C1)C)C (S)-1-(4-(1-(2,6-dichlorophenyl)azetidin-3-yl)-2,6-dimethyl-benzyl)pyrrolidine-3-carboxylate